2-({[7-Methyl-2-(2-methylbiphenyl-3-yl)-1,3-benzoxazol-5-yl]methyl}amino)ethanol CC1=CC(=CC=2N=C(OC21)C=2C(=C(C=CC2)C2=CC=CC=C2)C)CNCCO